N-(1-METHYL-1H-INDAZOL-7-YL)-6-(1-METHYL-1H-PYRAZOL-4-YL)PYRIDINE-3-SULFONAMIDE CN1N=CC2=CC=CC(=C12)NS(=O)(=O)C=1C=NC(=CC1)C=1C=NN(C1)C